C(C)(C)(C)OC(=O)N([C@H](C(=O)OC)C1CC1)C methyl (S)-2-((tert-butoxycarbonyl) (methyl) amino)-2-cyclopropylacetate